ClC1=CC=C(C=C1)OCCC\C=C\C(F)(F)F (E)-1-Chloro-4-((6,6,6-trifluorohex-4-en-1-yl)oxy)benzene